CC=1N=C(C2=C(N1)OC=C2C(=O)NC2(COCC2)C)NC2(CC2)C methyl-4-[(1-methylcyclopropyl)amino]-N-(3-methyltetrahydrofuran-3-yl)furo[2,3-d]pyrimidine-5-carboxamide